C1(=CC=CC=C1)C(C(C)=O)=O 1-Phenylpropane-1,2-dione